(R)-4-chloro-2-(1-((5-(difluoromethoxy)pyridin-2-yl)sulfonyl)piperidin-4-yl)-5-(((tetrahydro-2H-pyran-3-yl)methyl)amino)pyridazin-3(2H)-one ClC=1C(N(N=CC1NC[C@@H]1COCCC1)C1CCN(CC1)S(=O)(=O)C1=NC=C(C=C1)OC(F)F)=O